FC(C)(F)C=1C=C(C(=O)NCC2=NC=C3C=CC(=NC3=C2)C2=NC(=CC=C2)N2C[C@@H](O[C@@H](C2)C)C)C=CC1F 3-(1,1-difluoroethyl)-N-((2-(6-((cis)-2,6-dimethylmorpholino)pyridin-2-yl)-1,6-naphthyridin-7-yl)methyl)-4-fluorobenzamide